ClC1=C(NC2=NC3=C(NC2=O)N=CC=C3)C(=C(C=C1OC)OC)Cl 2-(2,6-dichloro-3,5-dimethoxyanilino)pyrido[2,3-b]pyrazin-3(4H)-one